(1R,3S,5R)-2-(2-(4-amino-7-fluoro-6-methoxy-9H-pyrimido[4,5-b]indol-9-yl)acetyl)-N-(6-bromopyridin-2-yl)-2-azabicyclo[3.1.0]hexane-3-carboxamide NC1=NC=NC=2N(C3=CC(=C(C=C3C21)OC)F)CC(=O)N2[C@@H]1C[C@@H]1C[C@H]2C(=O)NC2=NC(=CC=C2)Br